CC(CC(=C)C1=CC=C(C=C1)O)(CC(C)(C1=CC=C(C=C1)O)C)C1=CC=C(C=C1)O 4,6-dimethyl-2,4,6-tris(4-hydroxyphenyl)heptene